Tert-butyl (2R)-2-methyl-4-{4-[(3-methyl-4-{[1,2,4]triazolo[1,5-a]pyridin-7-ylmethyl}phenyl)amino]quinazolin-6-yl}piperazine-1-carboxylate C[C@H]1N(CCN(C1)C=1C=C2C(=NC=NC2=CC1)NC1=CC(=C(C=C1)CC1=CC=2N(C=C1)N=CN2)C)C(=O)OC(C)(C)C